C(CCCCCCCCCC(C)C)OCCCN N-(isotridecyl-oxypropyl)amine